CN(S(=O)(=O)N[C@@H]1C[C@](C[C@@H]1F)(C(=O)N(C)OC)CC1=CC(=CC=C1)C1=NC=C(C=N1)F)C |o1:6,8,10| (1R*,3R*,4S*)-3-((N,N-dimethylsulfamoyl)amino)-4-fluoro-1-(3-(5-fluoropyrimidin-2-yl)benzyl)-N-methoxy-N-methylcyclopentane-1-carboxamide